OC=1C(C(C1NC1=NC(=CC(=C1)C1=NN=NN1)C1=CC=CC=C1)=O)=O 3-hydroxy-4-((6-phenyl-4-(1H-tetrazol-5-yl)pyridin-2-yl)amino)cyclobut-3-ene-1,2-dione